1-(5-fluoro-6-(trifluoromethyl)pyridin-3-yl)-3-(isoquinolin-4-yl)-2-oxoimidazoline-4-carbonitrile FC=1C=C(C=NC1C(F)(F)F)N1C(N(C(C1)C#N)C1=CN=CC2=CC=CC=C12)=O